FC=1C(=C2C(=NC(=NN2C1)N[C@H]1[C@H](CN(CC1)C)F)OC)C=1C=CC2=C(N(N=N2)[C@@H](CF)C)C1 6-fluoro-N-((3S,4R)-3-fluoro-1-methylpiperidin-4-yl)-5-(1-((R)-1-fluoropropan-2-yl)-1H-benzo[d][1,2,3]triazol-6-yl)-4-methoxypyrrolo[2,1-f][1,2,4]triazin-2-amine